7-bromo-2,4-dichloro-8-methylpyrido[3,2-d]pyrimidine BrC1=C(C=2N=C(N=C(C2N=C1)Cl)Cl)C